CC(C1=CC=C(C=C1)CC2CCCC2=O)C(=O)[O-].[Na+] The molecule is an organic sodium salt having loxoprofen(1-) as the counterion. The parent acid, loxoprofen, is a prodrug that is rapidly converted to its active trans-alcohol metabolite following oral administration. It has a role as a non-steroidal anti-inflammatory drug, a non-narcotic analgesic, an EC 1.14.99.1 (prostaglandin-endoperoxide synthase) inhibitor and an antipyretic. It contains a loxoprofen(1-).